2-((7-Fluoro-5-methylquinolin-6-yl)amino)-7-methyl-8-oxo-7,8-dihydro-9H-purine FC1=C(C(=C2C=CC=NC2=C1)C)NC1=NC=C2N(C(NC2=N1)=O)C